FC([C@@H]1CC[C@H](CC1)OCC1=CC(=CC=2CCOC21)NC(C=C)=O)(F)F N-(7-(((trans-4-(trifluoro-methyl)cyclohexyl)oxy)-methyl)-2,3-dihydrobenzo-furan-5-yl)acrylamide